C[C@@H]1N(C[C@H](N(C1)C(C)C=1C=C2N=CC=NC2=CC1)C)C=1C=2N(N(C(C1)=O)C)C=C(N2)CO 8-((2S,5R)-2,5-dimethyl-4-(1-(quinoxalin-6-yl)ethyl)piperazin-1-yl)-2-(hydroxymethyl)-5-methylimidazo[1,2-b]pyridazin-6(5H)-one